rac-2-bromo-4-chloro-6-fluoro-3-((1R,2R)-2-methylcyclopropyl)aniline BrC1=C(N)C(=CC(=C1[C@H]1[C@@H](C1)C)Cl)F |r|